CN(C(C=C[C@@H]1N(CC2=CC=CC=C2C1)S(=O)(=O)C1=CC=C(C=C1)C)=O)C N,N-dimethyl-3-[(3R)-2-(p-tolylsulfonyl)-3,4-dihydro-1H-isoquinolin-3-yl]propenamide